2-(benzo[d][1,3]dioxol-5-ylamino)ethanol O1COC2=C1C=CC(=C2)NCCO